benzyl-N-[2-[2-[(4-methoxy-3-nitrophenyl)-methylidene]-hydrazinyl]-2-oxoethyl]-N-methylcarbamate C(C1=CC=CC=C1)OC(N(C)CC(=O)NN=CC1=CC(=C(C=C1)OC)[N+](=O)[O-])=O